OC=1C=C2C(C=C(OC2=CC1)C(=O)N)=O 6-hydroxy-4-oxo-chromene-2-carboxamide